5-bromo-N-[3-bromo-2-chloro-6-(trifluoromethoxy)phenyl]pentanamide BrCCCCC(=O)NC1=C(C(=CC=C1OC(F)(F)F)Br)Cl